BrC1=CC=C2C(=CNC2=C1)CN1CCOCC1 4-((6-bromo-1H-indol-3-yl)methyl)morpholine